methyl oleyl-taurate C(CCCCCCC\C=C/CCCCCCCC)NCCS(=O)(=O)OC